(7R,14R)-11-(1-cyclopropyl-1H-pyrazol-4-yl)-6-(methyl-d3)-1-((triisopropylsilyl)ethynyl)-6,7-dihydro-7,14-methanobenzo[f]benzo[4,5]imidazo[1,2-a][1,4]diazocin-5(14H)-one C1(CC1)N1N=CC(=C1)C1=CC2=C(N=C3N2[C@H]2C4=C(C(N([C@@H]3C2)C([2H])([2H])[2H])=O)C=CC=C4C#C[Si](C(C)C)(C(C)C)C(C)C)C=C1